FC(C(C(F)(F)F)(O)C1=CC=C(C=C1)C1=CC=C(C=C1)CN1C[C@H](N(CC1)CC1=CC=NC=C1)C(=O)OCCOCC)(F)F 2-ethoxyethyl (S)-4-((4'-(1,1,1,3,3,3-hexafluoro-2-hydroxypropan-2-yl)-[1,1'-biphenyl]-4-yl)methyl)-1-(pyridin-4-ylmethyl)piperazine-2-carboxylate